CCCCCCCCCCC[C@H](CC(=O)N[C@@H]1[C@H]([C@@H]([C@H](O[C@@H]1OP(=O)([O-])O[C@@H]2[C@@H]([C@H]([C@H](CO2)N)O)O)CO[C@H]3[C@@H]([C@H]([C@@H]([C@H](O3)CO)OP(=O)([O-])[O-])OC(=O)C[C@@H](CCCCCCCCCCC)O)NC(=O)C[C@@H](CCCCCCCCCCC)O)O)OC(=O)C[C@@H](CCCCCCCCCCC)O)O The molecule is the lipid oxoanion formed from lipid IIA by deprotonation of the phosphate hydroxy groups. It is a conjugate base of a lipid IIA and a lipid IIA(2-).